BrC1(C(C(CCC1)(Cl)Br)(Br)Br)Br pentabromomonochlorocyclohexane